ClC=1C(=C(C=CC1OC[C@@H]1OCCCC1)NC=1C2=C(N=CN1)C=CC(=N2)O[C@@H]2CNCC2)F N-(3-chloro-2-fluoro-4-(((R)-tetrahydro-2H-pyran-2-yl)methoxy)phenyl)-6-(((S)-pyrrolidin-3-yl)oxy)pyrido[3,2-d]pyrimidin-4-amine